Cl.NC1CCN(CC1)C=1N(C(C(=C(N1)C1=CC=C(C=C1)C#N)C1=CC=C(OCC2=C(C(=O)NO)C=CC=C2)C=C1)=O)C 2-((4-(2-(4-aminopiperidin-1-yl)-4-(4-cyanophenyl)-1-methyl-6-oxo-1,6-dihydropyrimidin-5-yl)phenoxy)methyl)-N-hydroxybenzoamide hydrochloride